ethyl-tert.-butylether C(C)OC(C)(C)C